N-(6-(4-(4-cyanophenyl)-5-hydroxy-3-methyl-1H-pyrazol-1-yl)pyridin-3-yl)morpholine-4-carboxamide (formate) C(=O)O.C(#N)C1=CC=C(C=C1)C=1C(=NN(C1O)C1=CC=C(C=N1)NC(=O)N1CCOCC1)C